ClC1=CC=C(C=C1)NC=1C(C(C1NCCC1=CC(=CC=C1)OC)=O)=O 3-[(4-Chlorophenyl)amino]-4-{[2-(3-methoxyphenyl)ethyl]amino}cyclobut-3-ene-1,2-dione